2-chloro-4-(8-((4-((dimethylamino)methyl)cyclohexyl)amino)-7-(methyl-sulfonyl)-1,5-naphthyridin-2-yl)-6-fluorophenol ClC1=C(C(=CC(=C1)C1=NC2=C(C(=CN=C2C=C1)S(=O)(=O)C)NC1CCC(CC1)CN(C)C)F)O